[3-hydroxy-2-(5H-imidazo[1,5-b]isoindol-5-yl)-7-azaspiro[3.5]nonan-7-yl]-(5,6,7,8-tetrahydro-[1,2,4]triazolo[4,3-a]pyridin-6-yl)methanone OC1C(CC12CCN(CC2)C(=O)C2CCC=1N(C2)C=NN1)C1N2C(C=3C=CC=CC13)=CN=C2